ClC=1C=C(C=CC1F)NC(=O)C1=C(N=CN1C)C1CC2CC(CC2C1)(C#CC(C(F)(F)F)(F)F)O N-(3-chloro-4-fluorophenyl)-4-(5-hydroxy-5-(perfluorobut-1-yn-1-yl)octahydro-pentalen-2-yl)-1-methyl-1H-imidazole-5-carboxamide